2-(5-(methylsulfonyl)-pentyl)-isoindoline-1,3-dione CS(=O)(=O)CCCCCN1C(C2=CC=CC=C2C1=O)=O